ethyl 6-benzyl-2-(pyrimidin-2-yl)-2,6-diazaspiro[3.4]octane-8-carboxylate C(C1=CC=CC=C1)N1CC2(CN(C2)C2=NC=CC=N2)C(C1)C(=O)OCC